(5-(methylcarbamoyl)-2-(2-(methylthio)phenyl-1H-benzo[d]imidazol-1-yl)cyclohexyl)carbamate CNC(=O)C1CCC(C(C1)NC([O-])=O)N1C(=NC2=C1C=CC=C2)C2=C(C=CC=C2)SC